C(C)N(CCN1C(C2=C(CC1)NC(=C2C)\C=C\2/C(NC1=CC=C(C=C21)F)=O)=O)CC 5-[2-(diethylamino)ethyl]-2-[(Z)-(5-fluoro-2-oxo-1H-indol-3-ylidene)methyl]-3-methyl-6,7-dihydro-1H-pyrrolo[3,2-c]pyridin-4-one